tin-silicon-tungsten-oxide [W]=O.[Si].[Sn]